Cl.ClC1=CC=C(C(=C1C=1C=C2C(=NNC2=CC1)NC(=O)C1CCN(CC1)C)F)C N-[5-(6-chloro-2-fluoro-3-methylphenyl)-1H-indazol-3-yl]-1-methylpiperidine-4-carboxamide hydrochloride